CN(C)CC[C@@H](C1=CC=CS1)O (S)-(-)-N,N-dimethyl-3-hydroxy-3-(2-thienyl)propylamine